C(C1=CC=CC=C1)OC1=CC2=C(C[C@@H](O2)CNC(=O)OCC2=CC=CC=C2)C(=C1NCC(=O)OC(C)(C)C)F tert-butyl {[(2R)-6-(benzyloxy)-2-({[(benzyloxy)carbonyl]amino}methyl)-4-fluoro-2,3-dihydro-1-benzofuran-5-yl]amino}acetate